ClC=1C=C2CO[C@]3(O[C@@H]([C@H]([C@@H]([C@H]3O)O)O)C)C2=CC1[C@@H](O)C=1SC(=CC1)CC (1S,3'R,4'S,5'S,6'R)-5-Chloro-6-((R)-(5-ethylthiophen-2-yl)(hydroxy)methyl)-6'-methyl-3',4',5',6'-tetrahydro-3H-spiro[isobenzofuran-1,2'-pyran]-3',4',5'-triol